1-methyl-1-N-butylpyridinium chloride [Cl-].C[N+]1(CC=CC=C1)CCCC